N-(3-fluorocyclopentyl)-2-(4-((2-oxo-2,3-dihydro-1H-benzo[d]imidazol-1-yl)methyl)phenyl)acetamide FC1CC(CC1)NC(CC1=CC=C(C=C1)CN1C(NC2=C1C=CC=C2)=O)=O